FC1=CC=CC=2C=3N(C(=NC12)N)N=C(C3)C=3OC(=NN3)C=3C=CC=C1C=CC=NC31 7-fluoro-2-(5-(quinolin-8-yl)-1,3,4-oxadiazol-2-yl)pyrazolo[1,5-c]quinazolin-5-amine